(3R,4S)-3-fluoro-1-[4-({8-[(2R,3S)-3-(methanesulfonyl-methyl)-2-methylazetidin-1-yl]-5-(propan-2-yl)-2,7-naphthyridin-3-yl}amino)pyrimidin-2-yl]-4-methyl-piperidin-4-ol F[C@@H]1CN(CC[C@@]1(O)C)C1=NC=CC(=N1)NC=1N=CC2=C(N=CC(=C2C1)C(C)C)N1[C@@H]([C@H](C1)CS(=O)(=O)C)C